C1(CC1)C1=C(C=C2C(=N1)N=C(S2)N2CCOCC2)NC(=O)C2=NC(=CC=C2)C=2C=NN(C2)C[C@H](C)O (S)-N-(5-cyclopropyl-2-morpholinothiazolo[4,5-b]pyridin-6-yl)-6-(1-(2-hydroxypropyl)-1H-pyrazol-4-yl)pyridinecarboxamide